((3S)-5-(4-methoxyphenyl)-2-OXO-2,3-dihydro-1H-1,4-benzodiazepin-3-yl)-2,3-bis(3,3,3-trifluoropropyl)succinamide tert-butyl-N-[(3-hydroxycyclobutyl)methyl]carbamate C(C)(C)(C)OC(NCC1CC(C1)O)=O.COC1=CC=C(C=C1)C1=N[C@H](C(NC2=C1C=CC=C2)=O)C(C(=O)N)(C(C(=O)N)CCC(F)(F)F)CCC(F)(F)F